NC([C@H](CC1=CC=C(C=C1)B1OC(C(O1)(C)C)(C)C)NC(=O)[C@H]1OCCCN(C1)C(=O)OC(C)(C)C)=O Tert-Butyl (2S)-2-[[(1S)-2-Amino-2-oXo-1-[[4-(4,4,5,5-Tetramethyl-1,3,2-Dioxaborolan-2-yl)Phenyl]Methyl]Ethyl]Carbamoyl]-1,4-Oxazepane-4-Carboxylate